(S)-α,α-diphenyl-2-pyrrolidinemethanol C1(=CC=CC=C1)C(O)([C@H]1NCCC1)C1=CC=CC=C1